CC1(C2(C3=NC=CC=C3C(O1)=O)CC2)C 7',7'-dimethyl-5'H,7'H-spiro[cyclopropane-1,8'-pyrano[4,3-b]pyridin]-5'-one